P(=O)(OCC1CO1)(OC)OC glycidyl dimethyl phosphate